4-(4-(3-((2R,4S)-2-(2,5-difluorophenyl)-4-fluoropyrrolidin-1-yl)-1H-pyrazolo[3,4-b]pyridin-5-yl)-1H-pyrazol-1-yl)piperidin-2-one FC1=C(C=C(C=C1)F)[C@@H]1N(C[C@H](C1)F)C1=NNC2=NC=C(C=C21)C=2C=NN(C2)C2CC(NCC2)=O